4-(((1-(1-(cyclopropanecarbonyl)piperidin-4-yl)-1H-pyrazol-4-yl)methyl)amino)-2-(2,6-dioxopiperidin-3-yl)isoindoline-1,3-dione C1(CC1)C(=O)N1CCC(CC1)N1N=CC(=C1)CNC1=C2C(N(C(C2=CC=C1)=O)C1C(NC(CC1)=O)=O)=O